2,3-dimethyl-thioanisole CC1=C(C=CC=C1C)SC